CC=1C=CC(=C(C1)N1C(SC=C1C=1C=C(C(=O)NCCCCC=2SC=CC2)C=CC1)=O)OC 3-(3-(5-methyl-2-methoxyphenyl)-4-thiazolinonyl)-N-(4-(thiophen-2-yl)butyl)benzamide